CC=C(C1=CC=CC=C1)C methyl-α-methylstyrene